1-bromo-3-(t-butyl)-5-iodobenzene BrC1=CC(=CC(=C1)I)C(C)(C)C